1-(1-(2-(4-(dimethylamino)phenyl)acetyl)piperidin-4-yl)-7-(trifluoromethyl)-1,3-dihydro-2H-benzo[d]imidazol-2-one CN(C1=CC=C(C=C1)CC(=O)N1CCC(CC1)N1C(NC2=C1C(=CC=C2)C(F)(F)F)=O)C